phenyldimethyl-hydrazine C1(=CC=CC=C1)N(NC)C